FC[C@H](CN(CC[C@@H](C(=O)O)NC(C(C)(C)C=1C(=NC=CC1)OC)=O)CCCCC1=NC=2NCCCC2C=C1)OC (S)-4-(((S)-3-fluoro-2-methoxypropyl)(4-(5,6,7,8-tetrahydro-1,8-naphthyridin-2-yl)butyl)amino)-2-(2-(2-methoxypyridin-3-yl)-2-methylpropanamido)butanoic acid